(2E,4E)-5-naphthyl-1-(piperidin-1-yl)penta-2,4-dien-1-one C1(=CC=CC2=CC=CC=C12)/C=C/C=C/C(=O)N1CCCCC1